7-methyl-2-(thiophene-2-yl)quinazoline CC1=CC=C2C=NC(=NC2=C1)C=1SC=CC1